aza-dibenzothiophene 5,5-dioxide N1=CC=CC=2S(C3=C(C21)C=CC=C3)(=O)=O